OC1=NC=2[C@H]3C([C@@H](CC2C=C1C#N)C3)(C)C (6R,8R)-2-hydroxy-7,7-dimethyl-5,6,7,8-tetrahydro-6,8-methanoquinoline-3-carbonitrile